6-(4-cyclopropyl-4H-1,2,4-triazol-3-yl)-N-(2-fluoro-5-(4-isopropyl-1H-imidazol-1-yl)-4-methylphenyl)picolinamide methyl-6-azaspiro[2.5]octane-1-carboxylate hydrochloride Cl.COC(=O)C1CC12CCNCC2.C2(CC2)N2C(=NN=C2)C2=CC=CC(=N2)C(=O)NC2=C(C=C(C(=C2)N2C=NC(=C2)C(C)C)C)F